FC=1C=C(CC=2C=C3C(=NC2CO)C(CN3)(C)C)C=CC1 [6-(3-fluoro-benzyl)-3,3-dimethyl-2,3-dihydro-1H-pyrrolo[3,2-b]pyridin-5-yl]-methanol